O1[C@@H](CCC1)C(=O)N[C@@H]1[C@@H](N(CCC1)C(=O)OC(C)C)COC1CCN(CC1)C1=NC=CC=N1 Propan-2-yl cis-3-{[(2S)-Oxolan-2-carbonyl]amino}-2-({[1-(Pyrimidin-2-yl)piperidin-4-yl]oxy}methyl)piperidin-1-carboxylat